1-(4-bromobenzoyl)-7-chloroindoline-2,3-dione BrC1=CC=C(C(=O)N2C(C(C3=CC=CC(=C23)Cl)=O)=O)C=C1